(4S)-2-[(1-Acetylpiperidin-4-yl)methyl]-4-methyl-N-{[(2S)-oxolan-2-yl]methyl}-8-(trifluoromethyl)-4,5-dihydro-2H-furo[2,3-g]indazol-7-carboxamid C(C)(=O)N1CCC(CC1)CN1N=C2C3=C(C[C@@H](C2=C1)C)OC(=C3C(F)(F)F)C(=O)NC[C@H]3OCCC3